N-(4-hydroxytetrahydrofuran-3-yl)carbamic acid benzyl ester C(C1=CC=CC=C1)OC(NC1COCC1O)=O